4-(2-(3-((2-(Difluoromethoxy)-6-methylpyridin-3-yl)carbamoyl)-3-(2-isopropylphenyl)azetidin-1-yl)-2-oxoethyl)tetrahydro-2H-pyran FC(OC1=NC(=CC=C1NC(=O)C1(CN(C1)C(CC1CCOCC1)=O)C1=C(C=CC=C1)C(C)C)C)F